chloro-4-(trifluoromethyl)-1-((3-vinylbenzyl)oxy)benzene Methyl-(5-(2-chloro-5-((4-oxo-3,4-dihydrophthalazin-1-yl)methyl)phenyl)-1H-benzoimidazol-2-yl)carbamate CN(C(O)=O)C1=NC2=C(N1)C=CC(=C2)C2=C(C=CC(=C2)CC2=NNC(C1=CC=CC=C21)=O)Cl.ClC2=C(C=CC(=C2)C(F)(F)F)OCC2=CC(=CC=C2)C=C